NC=1N=CC2=C(N1)N(C(C=C2)=O)[C@H]2[C@](CCC2)(C)O 2-amino-8-((1R,2R)-2-hydroxy-2-methylcyclopentyl)pyrido[2,3-d]Pyrimidine-7(8H)-one